C1(=CC=CC=C1)C=1NC=C(N1)C1=CC=C(C=C1)Cl 2-phenyl-4-(4-chlorophenyl)imidazole